BrC1=CC=C(C2=C1C=CO2)Br 4,7-dibromobenzofuran